(R)-1'-(6-bromopyridin-3-yl)-3H-spiro[benzofuran-2,4'-piperidine] BrC1=CC=C(C=N1)N1CCC2(CC1)OC1=C(C2)C=CC=C1